C(C)(=O)OCC=1N=NN(C1)CC1=CC=C(C=C1)C1=NOC(=N1)C(F)(F)F [1-[[4-[5-(trifluoromethyl)-1,2,4-oxadiazol-3-yl] phenyl]methyl]triazol-4-yl]methyl acetate